OCCN(C1=CC=C(C=C1)CCCC(=O)O)CCO 4-(4-(bis(2-hydroxyethyl)amino)phenyl)butyric acid